4,4'-(10-(2-morpholinoethyl)-10H-phenoxazine-3,7-diyl)-bis-(2,6-difluorophenol) O1CCN(CC1)CCN1C2=CC=C(C=C2OC=2C=C(C=CC12)C1=CC(=C(C(=C1)F)O)F)C1=CC(=C(C(=C1)F)O)F